FC=1C(=C(C=C(C1)CC(C)C)N1CCN(CC1)CC1=NC=C(C=C1)OC)C=1N=NNN1 1-[3-fluoro-5-isobutyl-2-(2H-tetrazol-5-yl)phenyl]-4-[(5-methoxy-2-pyridyl)methyl]piperazine